ClC=1C2=C(N=C(N1)C(C)(C)OC)SC(=C2)C 4-chloro-2-(2-methoxypropan-2-yl)-6-methylthieno[2,3-d]pyrimidine